cis-2-(8-(2-(pyridin-4-yl)pyrido[3,4-d]pyrimidin-4-yl)-2,8-diazaspiro[4.5]decan-2-yl)cyclobutan-1-ol tert-butyl-3-(7-bromo-5-fluoro-4-oxoquinazolin-3-yl)pyrrolidine-1-carboxylate C(C)(C)(C)C1N(CCC1N1C=NC2=CC(=CC(=C2C1=O)F)Br)C(=O)O[C@H]1[C@H](CC1)N1CC2(CC1)CCN(CC2)C=2C1=C(N=C(N2)C2=CC=NC=C2)C=NC=C1